2-(3-(heptadecan-9-yloxy)-5-pentadecylphenoxy)ethyl 4-(4-(2-hydroxyethyl)piperazin-1-yl)butanoate OCCN1CCN(CC1)CCCC(=O)OCCOC1=CC(=CC(=C1)CCCCCCCCCCCCCCC)OC(CCCCCCCC)CCCCCCCC